7-fluoro-2-methyl-6-(perfluorophenyl)-2H-benzo[b][1,4]oxazin-3(4H)-one FC=1C(=CC2=C(OC(C(N2)=O)C)C1)C1=C(C(=C(C(=C1F)F)F)F)F